(4-chloro-2-isopropylphenyl)methanol ClC1=CC(=C(C=C1)CO)C(C)C